COC1=C(CNC2=NC=3C(=CC=CC3C=3N2N=C(N3)CC[C@@H]3CC2=C(N(N=N2)C(C)C)CC3)OC)C=CC(=C1)OC |o1:21| (R or S)-N-(2,4-dimethoxybenzyl)-2-(2-(1-isopropyl-4,5,6,7-tetrahydro-1H-benzo[d][1,2,3]triazol-5-yl)ethyl)-7-methoxy-[1,2,4]triazolo[1,5-c]quinazolin-5-amine